(S)-6-(((1-(1,1-difluoro-2-methylpropan-2-yl)-1H-1,2,3-triazol-4-yl)(isoquinolin-5-yl)methyl)amino)-4-(neopentylamino)quinoline-3,8-dicarbonitrile FC(C(C)(C)N1N=NC(=C1)[C@H](C1=C2C=CN=CC2=CC=C1)NC=1C=C2C(=C(C=NC2=C(C1)C#N)C#N)NCC(C)(C)C)F